N-hydroxy-3-(naphthalen-1-yl)butanamide ONC(CC(C)C1=CC=CC2=CC=CC=C12)=O